FC1=CC=C(C=C1)[C@@H]1NC(OC1([2H])[2H])=O (S)-4-(4'-Fluorophenyl)oxazolidin-2-one-5,5-d2